7-[6-[1-[2-(aminomethyl)-3,3-difluoro-allyl]-5-oxo-1,2,4-triazol-4-yl]-2-pyridyl]-1,4-dihydro-3,1-benzoxazin-2-one NCC(CN1N=CN(C1=O)C1=CC=CC(=N1)C1=CC2=C(COC(N2)=O)C=C1)=C(F)F